(±)-4-(dodecylthio)-4-(2,6,6-trimethyl-2-cyclohexen-1-yl)-2-butanone C(CCCCCCCCCCC)SC(CC(C)=O)C1C(=CCCC1(C)C)C